FC1=C(C(=CC=C1[N+](=O)[O-])F)F 1,2,3-trifluoro-6-nitrobenzene